9-(2-azido-6-(((3S,4R)-4-fluorotetrahydrofuran-3-yl)oxy)pyrimidin-4-yl)-1-(3,4-difluorophenyl)-1,9-diazaspiro[5.5]undecan-2-one N(=[N+]=[N-])C1=NC(=CC(=N1)N1CCC2(CCCC(N2C2=CC(=C(C=C2)F)F)=O)CC1)O[C@H]1COC[C@H]1F